4-([1,1'-biphenyl]-3-yl)-2-methylquinoline-6-carboxylic acid C1(=CC(=CC=C1)C1=CC(=NC2=CC=C(C=C12)C(=O)O)C)C1=CC=CC=C1